(3S,7R)-5-(3,3-Dimethylbutyl)-19-(2,6-dimethylphenyl)-2-oxa-15λ6-thia-5,9,16,18,21-pentaazatetracyclo[15.3.1.13,7.110,14]tricosa-1(20),10,12,14(22),17(21),18-hexaene-8,15,15-trione CC(CCN1C[C@H]2OC3=CC(=NC(NS(C=4C=CC=C(NC([C@@H](C1)C2)=O)C4)(=O)=O)=N3)C3=C(C=CC=C3C)C)(C)C